Cl.S1C(=NC=C1)NC(C)=O N-Thiazol-2-yl-acetamide hydrochloride